6-bromo-1-oxo-2H-isoquinoline-4-sulfonamide BrC=1C=C2C(=CNC(C2=CC1)=O)S(=O)(=O)N